1,2-diisothiocyanatoethane N(=C=S)CCN=C=S